2-triallylmethyl-1-hexanol C(C=C)C(C(CO)CCCC)(CC=C)CC=C